F[P-](F)(F)(F)(F)F.C(C)N1C=CC=C1 1-ethyl-pyrrole hexafluorophosphate